(R)-10-((2-oxo-4-phenyl-2,5-dihydro-1H-pyrrol-1-yl)methyl)-7-azaspiro[4.5]Decane-7-carboxylic acid tert-butyl ester C(C)(C)(C)OC(=O)N1CC2(CCCC2)[C@@H](CC1)CN1C(C=C(C1)C1=CC=CC=C1)=O